(1-(4-chloro-2-fluorophenyl)-1,2,3,6-tetrahydropyridin-4-yl)aniline ClC1=CC(=C(C=C1)N1CCC(=CC1)NC1=CC=CC=C1)F